tert-Butyl (1S,4S)-5-(4-((4-((2-oxabicyclo[2.1.1]hexan-4-yl)methoxy)-2,3-difluorophenyl)amino)pyrido[3,2-d]pyrimidin-6-yl)-2,5-diazabicyclo[2.2.1]heptane-2-carboxylate C12OCC(C1)(C2)COC2=C(C(=C(C=C2)NC=2C1=C(N=CN2)C=CC(=N1)N1[C@@H]2CN([C@H](C1)C2)C(=O)OC(C)(C)C)F)F